BrC1=C(C=CC(=N1)C(=O)NC=1C=NC=CC1)C 6-bromo-5-methyl-N-(pyridin-3-yl)pyridinecarboxamide